CC1N(C=2C(=NC=CC2C=2C1=NN(N2)COCC[Si](C)(C)C)NC(=O)C2CC2)C N-(4,5-dimethyl-2-((2-(trimethylsilyl)ethoxy)methyl)-4,5-dihydro-2H-[1,2,3]triazolo[4,5-c][1,7]naphthyridin-6-yl)cyclopropanecarboxamide